C(C)(C)(C)C(C1=C(C=CC=C1)F)N(C(=O)OCC=1C(N(C=CC1Cl)C)OC)OC(=O)OC(C)(C)C (4-chloro-2-methoxy-1-methyl-1,2-dihydropyridin-3-yl)methanol tert-butyl-((tert-butoxycarbonyl)oxy)(2-fluorobenzyl)carbamate